C1(CCCC1)C(=O)[O-] 1-cyclopentanecarboxylate